N[C@@H]1[C@@H](OCC12CCN(CC2)C=2C(=NC(=C(N2)C)SC2=C(C(=NC=C2)NC)Cl)CO)C {3-[(3S,4S)-4-amino-3-methyl-2-oxa-8-azaspiro[4.5]decan-8-yl]-6-{[3-chloro-2-(methylamino)pyridin-4-yl]sulfanyl}-5-methylpyrazin-2-yl}methanol